FC=1C=C2C(CC(N(C2=CC1)C)=O)=O 6-fluoro-1-methylquinoline-2,4(1H,3H)-dione